(S)-N-((4-(cyclopropylethynyl)-6-fluoro-2-oxo-4-(trifluoromethyl)-1,2,3,4-tetrahydroquinazolin-7-yl)methyl)-3-methyl-1H-pyrrole-2-carboxamide C1(CC1)C#C[C@@]1(NC(NC2=CC(=C(C=C12)F)CNC(=O)C=1NC=CC1C)=O)C(F)(F)F